tert-butyl (1-(3,6-dimethoxypyridin-2-yl)propan-2-yl)carbamate COC=1C(=NC(=CC1)OC)CC(C)NC(OC(C)(C)C)=O